4-methoxy-5-(4-(4-methylpiperazin-1-yl)piperidin-1-yl)benzonitrile COC1=CC=C(C#N)C=C1N1CCC(CC1)N1CCN(CC1)C